4-(2-Fluoro-phenyl)-piperazine-1-carboxylic acid [4-(4-chloro-benzylcarbamoyl)-[1,2,3]thiadiazol-5-yl]-amide ClC1=CC=C(CNC(=O)C=2N=NSC2NC(=O)N2CCN(CC2)C2=C(C=CC=C2)F)C=C1